COC1=C(C=CC(=C1)C)C=1N=NC(=C2C1C=NC=C2)O (2-methoxy-4-methylphenyl)pyrido[3,4-d]pyridazin-1-ol